2-(2-bromo-6-formyl-3-methoxyphenoxy)ethyl-4-methylbenzenesulfonate BrC1=C(OCCOS(=O)(=O)C2=CC=C(C=C2)C)C(=CC=C1OC)C=O